(S)-1-(6-(3-(2-(4-((R)-1-aminoethyl)-3-methoxyphenyl)-3-chloropyridin-4-yl)-2-chlorophenyl)-2-methoxypyridin-3-yl)ethan-1-amine N[C@H](C)C1=C(C=C(C=C1)C1=NC=CC(=C1Cl)C=1C(=C(C=CC1)C1=CC=C(C(=N1)OC)[C@H](C)N)Cl)OC